N,N'-(4,6-dimethyl-1,3-phenylene)bismaleimide CC1=C(C=C(C(=C1)C)N1C(C=CC1=O)=O)N1C(C=CC1=O)=O